C(C)(C)(C)OC(=O)N1CCC(CC1)C1=CC2=C(OC(O2)(C)C)C=C1 4-(2,2-Dimethyl-2H-1,3-Benzodioxol-5-yl)piperidine-1-carboxylic acid tert-butyl ester